7-((1,3-dimethyl-1H-pyrazol-5-yl)sulfonyl)-7-azaspiro[3.5]nonan-2-one CN1N=C(C=C1S(=O)(=O)N1CCC2(CC(C2)=O)CC1)C